ClC=1C=CC(=C(N)C1)OC 5-chloro-2-methoxy-aniline